BrC1=CC(=CC=C1)SC 1-bromo-3-(methylthio)benzene